C(C)OC(\C=C(/C)\C=1C(=NC(=NC1)Cl)N)=O (E)-3-(4-amino-2-chloropyrimidin-5-yl)but-2-enoic acid ethyl ester